3-azabicyclo[4.1.0]heptan-6-ol C12CNCCC2(C1)O